5-((E)-(1-((1R,4R)-4-(cyanomethyl)cyclohexyl)-1H-imidazo[4,5-d]thieno[3,2-b]pyridin-2-yl)diazenyl)-2-hydroxybenzoic acid C(#N)CC1CCC(CC1)N1C(=NC=2C1=C1C(=NC2)C=CS1)/N=N/C=1C=CC(=C(C(=O)O)C1)O